Racemic-2-chloro-5-(methylsulfinyl)pyrimidine ClC1=NC=C(C=N1)[S@](=O)C |r|